CC1=CC=C(C=C1)C1=NC(=C2N1C1=CC=CC=C1C=C2)C#N 1-(4-methylphenyl)-imidazo[1,5-a]quinoline-3-carbonitrile